5-[1-(4-bromo-1H-indazol-6-yl)-3-methylcyclobutyl]-4-methyl-4H-1,2,4-triazole-3-thiol BrC1=C2C=NNC2=CC(=C1)C1(CC(C1)C)C=1N(C(=NN1)S)C